C12C(CCC(C1(C)C)C2)=C β-Pinen